ClC1=CC(=C(C=C1)[C@@H]1OC2=C(OC1)C=CC=C2C2CCN(CC2)CC=2N(C=1C(=NC=C(C1)C(=O)[O-])N2)CC2(CC2)CF)F (S)-2-((4-(3-(4-chloro-2-fluorophenyl)-2,3-dihydrobenzo[b][1,4]dioxin-5-yl)piperidin-1-yl)methyl)-1-((1-(fluoromethyl)cyclopropyl)methyl)-1H-imidazo[4,5-b]pyridine-6-carboxylate